FC1=CC(=C(C=C1OC)N1CCN(CC1)CC=1SC2=C(N1)C=CC=C2)C=2N=NNN2 2-[[4-[4-fluoro-5-methoxy-2-(2H-tetrazol-5-yl)phenyl]piperazin-1-yl]methyl]-1,3-benzothiazole